trans-(4-propyl-cyclohexyl)cyclohexane C(CC)[C@@H]1CC[C@H](CC1)C1CCCCC1